(S)-6-(2-(4-methoxybenzyl)pyrrolidin-1-yl)-4-morpholinopyridin-2(1H)-one COC1=CC=C(C[C@H]2N(CCC2)C2=CC(=CC(N2)=O)N2CCOCC2)C=C1